NC1=C2C(=C3C(=N1)C=CS3)N(C(=N2)CCOC)CC2CCN(CC2)CCOCCOCCOCCOCCOCCOCCOCCOCCNC(=O)OC(C)(C)C tert-butyl {[26-(4-{[4-amino-2-(2-methoxyethyl)thieno[3,2-b]imidazo[4,5-d]pyridin-1-yl]methyl}hexahydropyridin-1-yl)-3,6,9,12,15,18,21,24-octaoxahexacosan-1-yl]amino}carboxylate